NC=1NC(C2=C(N1)NC(=C2C2=CC=CC1=C2OCCN1)C1=CC=C(C=C1)S(=O)(=O)N(C)C)=O 4-(2-Amino-5-(3,4-dihydro-2H-benzo[b][1,4]oxazin-8-yl)-4-oxo-4,7-dihydro-3H-pyrrolo[2,3-d]pyrimidin-6-yl)-N,N-dimethylbenzenesulfonamide